6-propyl-5,6-dihydropyran-2-one C(CC)C1CC=CC(O1)=O